ClC1=C(C(=CC=C1Cl)O)[C@H]1CC(CN1)CC(=O)NC 2-((5R)-5-(2,3-dichloro-6-hydroxyphenyl)pyrrolidin-3-yl)-N-methylacetamide